CN([C@H]1CN(CCOC1)C=1C=CC(=NC1)NC=1C=CC(=C2CNC(C12)=O)C1=CN=C2N1C=CC(=C2)F)C (S)-7-((5-(6-(dimethylamino)-1,4-oxazepan-4-yl)pyridin-2-yl)amino)-4-(7-fluoroimidazo[1,2-a]pyridin-3-yl)isoindolin-1-one